2-(2-indanyl)-1-{(5r,8r)-8-[1-(2-hydroxyethyl)-4-pyrazolylamino]-2-aza-2-spiro[4.5]decyl}-1-ethanone C1C(CC2=CC=CC=C12)CC(=O)N1CC2(CC1)CCC(CC2)NC=2C=NN(C2)CCO